FC1=CC=C(C=C1)C1CN2C(CO1)=NC(=C2)C(=O)O 6-(4-fluorophenyl)-5,6-dihydro-8H-imidazo[2,1-c][1,4]oxazine-2-carboxylic acid